3-(6'-cyclopropoxy-4'-(hydroxymethyl)-[3,3'-bipyridin]-6-yl)-N-(4-fluorophenyl)oxetane-3-carboxamide C1(CC1)OC1=CC(=C(C=N1)C=1C=NC(=CC1)C1(COC1)C(=O)NC1=CC=C(C=C1)F)CO